N-[3-chloro-4-[4-(4-hydroxy-piperidine-4-carbonyl)piperazine-1-carbonyl]phenyl]-5-[2,3-difluoro-4-[1-(2-methoxyethyl)-5-methyl-pyrazol-4-yl]phenyl]-1-methyl-imidazole-2-carboxamide ClC=1C=C(C=CC1C(=O)N1CCN(CC1)C(=O)C1(CCNCC1)O)NC(=O)C=1N(C(=CN1)C1=C(C(=C(C=C1)C=1C=NN(C1C)CCOC)F)F)C